C[C@H]1[C@H]([C@H](C[C@@H](O1)O[C@H]2C[C@@](CC3=C2C(=C4C(=C3O)C(=O)C5=C(C4=O)C(=CC=C5)OC)O)([C@H](CO)O)O)N)O The molecule is a member of the class of tetracenequinones that is the major metabolite of the anthracycline doxorubicin, a chemotherapeutic agent effective against a broad range of malignant neoplasms. It is thought to exhibit cardiotoxic properties. It has a role as a drug metabolite and a cardiotoxic agent. It is a member of p-quinones, an anthracycline antibiotic, a deoxy hexoside, an aminoglycoside, a member of tetracenequinones, a member of phenols, an aromatic ether and a polyol. It derives from a hydride of a tetracene.